6-[3-(5-Chloro-2-methoxypyridine-3-sulfonamido)-2,6-difluorophenyl]-7-fluoro-N-(2-hydroxypropyl)-1H-indazole-3-carboxamide ClC=1C=C(C(=NC1)OC)S(=O)(=O)NC=1C(=C(C(=CC1)F)C1=CC=C2C(=NNC2=C1F)C(=O)NCC(C)O)F